8-fluoro-6-(4-fluoro-1,2-dimethyl-1H-benzo[d]imidazol-6-yl)-2-(4-azaspiro[2.5]octan-7-yl)isoquinolin-1(2H)-one FC=1C=C(C=C2C=CN(C(C12)=O)C1CCNC2(CC2)C1)C=1C=C(C2=C(N(C(=N2)C)C)C1)F